(S)-1'-(6-((2-amino-3-chloropyridin-4-yl)thio)-1,2,4-triazin-3-yl)-1,3-dihydrospiro[inden-2,4'-piperidine]-1-amine NC1=NC=CC(=C1Cl)SC1=CN=C(N=N1)N1CCC2(CC1)[C@@H](C1=CC=CC=C1C2)N